(2-chloro-4-(trifluoromethyl)phenyl)-5-acetoxybenzoxazol-2(3H)-one ClC1=C(C=CC(=C1)C(F)(F)F)N1C(OC2=C1C=C(C=C2)OC(C)=O)=O